(S)-1-(4-(2-(4-((R)-2-acetoxy-3-chloropropoxy)-3,5-dichlorophenyl)propan-2-yl)phenoxy)-3-isopropoxypropan-2-yl acetate C(C)(=O)O[C@H](COC1=CC=C(C=C1)C(C)(C)C1=CC(=C(C(=C1)Cl)OC[C@H](CCl)OC(C)=O)Cl)COC(C)C